N[C@](C(=O)N(C)[C@H]1COCC=2NC(C=3C=C(C(=CC3C21)F)F)=O)(CC)O (2R)-Amino-N-((R)-8,9-difluoro-6-oxo-1,4,5,6-tetrahydro-2H-pyrano[3,4-c]isoquinolin-1-yl)-(3S)-hydroxy-N-methylbutanamide